C(C)(=O)O[C@@H]1COC2=C1C=C(C=C2S(NC2=C(C(=C(C=C2)F)C=2C=C1C=NC(=NC1=C(C2)CC)NC2CCN(CC2)C(C)C)F)(=O)=O)Cl (3S)-5-chloro-7-[(3-{8-ethyl-2-[(1-isopropylpiperidin-4-yl) amino] quinazolin-6-yl}-2,4-difluorophenyl) sulfamoyl]-2,3-dihydro-1-benzofuran-3-yl acetate